Tert-Butyl (R)-3-(2-(2-chloro-5-isopropyl-8-oxothieno[2',3':4,5]pyrrolo[1,2-d][1,2,4]triazin-7(8H)-yl)acetamido)piperidine-1-carboxylate ClC1=CC2=C(C=C3N2C(=NN(C3=O)CC(=O)N[C@H]3CN(CCC3)C(=O)OC(C)(C)C)C(C)C)S1